(2S)-3-(1H-indol-3-yl)-N-[[1-(4-methoxyphenyl)cyclohexyl]methyl]-2-[(4-nitrophenyl)carbamoylamino]propanamide 1,7-diazaspiro[4.5]decane-7-carboxylate N1CCCC12CN(CCC2)C(=O)O.N2C=C(C1=CC=CC=C21)C[C@@H](C(=O)NCC2(CCCCC2)C2=CC=C(C=C2)OC)NC(NC2=CC=C(C=C2)[N+](=O)[O-])=O